ClC1=CC=C(CSC=2OC3=C(N2)C=CC(=C3F)F)C=C1 ((4-chlorobenzyl)thio)-6,7-difluorobenzo[d]oxazole